ClC1=CC2=C(N=C(O2)C2=CC=C(C=C2)NC(=O)N2COCCC2)C=C1 N-(4-(6-chlorobenzo[d]oxazol-2-yl)phenyl)-1,3-oxazinane-3-carboxamide